2,5-Dimethyl-2,5-di(t-butylperoxyl)hexane CC(C)(CCC(C)(OOC(C)(C)C)C)OOC(C)(C)C